dimethyl (2S,4S)-2-(3-aminopropyl)-4-((tert-butoxycarbonyl)amino)pentanedioate NCCC[C@H](C(=O)OC)C[C@@H](C(=O)OC)NC(=O)OC(C)(C)C